FC=1C=CC2=C(C3=CC=C(C=C3[O+]=C2C1)F)C1=C(C=C(C=C1)S(=O)(=O)O)S(=O)(=O)[O-] 2-(3,6-difluoroxanthylium-9-yl)-5-sulfobenzenesulfonate